bis(4-formylphenyl) phenylphosphonate diphenyl-(4-aminophenyl)phosphoramidate C1(=CC=CC=C1)C=1C(=C(C=CC1N)NP(O)(O)=O)C1=CC=CC=C1.C1(=CC=CC=C1)P(OC1=CC=C(C=C1)C=O)(OC1=CC=C(C=C1)C=O)=O